Methyl 2-[6-[(4-methoxyphenyl)methoxy]-1-oxo-3,4-dihydroisoquinolin-2-yl]acetate COC1=CC=C(C=C1)COC=1C=C2CCN(C(C2=CC1)=O)CC(=O)OC